NC1=C2C(=C3C(=N1)C=CS3)N(C(=N2)CCCC)CC2=CC=C(CN3[C@@H](CCC3)C(=O)O)C=C2 (4-((4-amino-2-butyl-1H-imidazo[4,5-d]thieno[3,2-b]pyridin-1-yl)methyl)benzyl)-L-proline